C(C)(C)(C)OC(=O)N1CC2=CC(=CC(=C2CC1)F)O 5-Fluoro-7-hydroxy-3,4-dihydroisoquinoline-2(1H)-carboxylic acid tert-butyl ester